C[C@@]12C(CC[C@H]1[C@@H]1CC[C@@H]3CC(CC[C@]3(C)[C@H]1CC2)=O)=O (5β)-androstane-3,17-dione